C(C1=CC=CC=C1)OC1=C2C(=CNC2=C(C=C1)C)C(=O)[C@@H]1N(CC1)C(=O)OC(C)(C)C tert-Butyl (R)-2-[4-(Benzyloxy)-7-methylindole-3-carbonyl]azetidine-1-carboxylate